C(C)(C)(C)OC(=O)N1N=C(C2=NC(=C(C=C21)OC)C2=C(C(=CC=C2)C)C)I.FC2=CC=C(CN1C3=CC=CC=C3C=3C=C(N=CC13)\C=N\NC=1C(N=C3C=CC=CC13)=O)C=C2 3-(((E)-(9-(4-fluorobenzyl)-beta-carbolin-3-yl)methylene)hydrazino)indol-2-one tert-butyl-5-(2,3-dimethylphenyl)-3-iodo-6-methoxy-1H-pyrazolo[4,3-b]pyridine-1-carboxylate